C(C)NS(=O)(=O)NC=1C=C(CN2CCN(CC2)C=2C=CC(=NC2C)C(=O)NC)C=CC1 5-(4-(3-((N-ethylsulfamoyl)amino)benzyl)piperazin-1-yl)-N,6-dimethylpicolinamide